2-fluoro-5-((6-fluoro-4-((2-oxooxazolidin-5-yl)methyl)-1-tosyl-1H-indol-5-yl)oxy)benzonitrile FC1=C(C#N)C=C(C=C1)OC=1C(=C2C=CN(C2=CC1F)S(=O)(=O)C1=CC=C(C)C=C1)CC1CNC(O1)=O